[Br-].C(CC(C)C)[P+](C1=CC=CC=C1)(C1=CC=CC=C1)C1=CC=CC=C1 Isoamyltriphenylphosphonium Bromide